C(C1=CC=CC=C1)OC1=NC(=CC=C1C=1C=NC(=NC1)N1CCC(CC1)C(=O)OC(C)(C)C)OCC1=CC=CC=C1 tert-butyl 1-{5-[2,6-bis(benzyloxy)pyridin-3-yl]pyrimidin-2-yl}piperidine-4-carboxylate